N-(Pyridin-2-yl)-4-(2-(pyridin-2-ylamino)thiazol-4-yl)benzamid N1=C(C=CC=C1)NC(C1=CC=C(C=C1)C=1N=C(SC1)NC1=NC=CC=C1)=O